C(C)(C)(C)OC(N[C@H](C)C1=C(C=CC(=C1)F)OCCCCN)=O (R)-1-(2-(4-Aminobutoxy)-5-fluorophenyl)ethylcarbamic acid tert-butyl ester